1-[4-(dimethylamino)butanamido]-3,4-bis(dodecanoyloxy)butan-2-yl dodecanoate C(CCCCCCCCCCC)(=O)OC(CNC(CCCN(C)C)=O)C(COC(CCCCCCCCCCC)=O)OC(CCCCCCCCCCC)=O